N1(CC[C@@H]2[C@H]1CNC2)C2=CC1=C(C[C@H](CO1)NC(=O)C1=C(C=3C(=NC(=CC3C)C)S1)N)C=C2 N-[(3R)-7-[(3aS,6aS)-octahydropyrrolo[2,3-c]pyrrol-1-yl]-3,4-dihydro-2H-1-benzopyran-3-yl]-3-amino-4,6-dimethylthieno[2,3-b]pyridine-2-carboxamide